OC1=CC=C(C=C1)C(C)(C1=CC=C(C=C1)O)C1=CC=C(C=C1)O 1,1,1-Tri-(4-hydroxyphenyl)ethane